C(C1=CC=CC=C1)C1(CC(=NO1)COC1=CC2=CC=CC=C2C=C1)C(=O)N[C@@H](CC1=CC=CC=C1)B1O[C@@]2([C@H](O1)C[C@H]1C([C@@H]2C1)(C)C)C 5-benzyl-3-((naphthalen-2-yloxy)methyl)-N-((R)-2-phenyl-1-((3aS,4S,6S,7aR)-3a,5,5-trimethylhexahydro-4,6-methanobenzo[d][1,3,2]dioxaborol-2-yl)ethyl)-4,5-dihydroisoxazol-5-carboxamide